(Z)-5-((3-(3,5-bis(trifluoromethyl)phenyl)-1H-1,2,4-triazol-1-yl)methylene)-1-Methyl-3-(pyrimidin-5-ylmethyl)imidazoline-2,4-dione FC(C=1C=C(C=C(C1)C(F)(F)F)C1=NN(C=N1)\C=C/1\C(N(C(N1C)=O)CC=1C=NC=NC1)=O)(F)F